P(=O)(O)(O)OCC(O)CO glycerol 1-phosphate